Perfluorophenyl 2-((diethoxyphosphoryl)methyl)quinoline-7-carboxylate C(C)OP(=O)(OCC)CC1=NC2=CC(=CC=C2C=C1)C(=O)OC1=C(C(=C(C(=C1F)F)F)F)F